FC=1C(=C(C=CC1F)[C@@H]1[C@@H](O[C@@H]([C@H]1C)C(F)(F)F)C(=O)NC1=CC(=NC=C1)C(=O)N)OC 4-((2R,3R,4S,5S)-3-(3,4-difluoro-2-methoxyphenyl)-4-methyl-5-(trifluoromethyl)tetrahydrofuran-2-carboxamido)picolinamide